NC1=NC=CC=C1C1=NC=2C(=NC(=CC2)C2=CC=CC=C2)N1C1=CC=C(CN2CCC3(CC(C3)NC(C3=CC(=C(C=C3)O)C=O)=O)CC2)C=C1 N-(7-(4-(2-(2-Aminopyridin-3-yl)-5-phenyl-3H-imidazo[4,5-b]pyridin-3-yl)benzyl)-7-azaspiro[3.5]nonan-2-yl)-3-formyl-4-hydroxybenzamide